1-(4-(2,3-Dimethylphenyl)piperazin-1-yl)-2-(3-(4-(2-hydroxyacetyl)piperazin-1-carbonyl)-4,5,6,7-tetrahydro-1H-indazol-1-yl)ethanon CC1=C(C=CC=C1C)N1CCN(CC1)C(CN1N=C(C=2CCCCC12)C(=O)N1CCN(CC1)C(CO)=O)=O